C(CCC)(=O)N[C@H](C(=O)N[C@H](C(C(C(=O)O)(C)C)=O)CC(C)C)CO (4S)-4-((S)-2-Butyramido-3-hydroxypropanamido)-2,2,6-trimethyl-3-oxoheptanoic acid